(E)-3-(2-acetamido-4-hydroxy-phenyl)-2-methyl-prop-2-enoic acid ethyl ester C(C)OC(\C(=C\C1=C(C=C(C=C1)O)NC(C)=O)\C)=O